CC1=CC=2C=3N(C=4N(C2C(=C1)C(C)=O)C=NC4C=C)C=NN3 1-(11-methyl-5-vinylimidazo[1,5-a][1,2,4]triazolo[4,3-c]quinazolin-9-yl)ethan-1-one